OCC(OC(=O)C(C)NC(=O)C(CSSCC(CCSC)N)CC1=CSC=C1)CO 1-(2-(1-(2-hydroxy-1-hydroxymethylethoxycarbonyl)-ethylcarbamoyl)-3-thiophen-3-yl-propyldisulfanylmethyl)-3-methylsulfanylpropyl-amine